ClC1=C(C=C(C=C1)[C@@H](C(=O)O)C)CCN[C@@H]([C@H]1CNC2=C(N1)N=CC=C2)C2=CC=CC=C2 |o1:7| (S or R)-2-(4-chloro-3-(2-(((R)-phenyl((R)-1,2,3,4-tetrahydropyrido[2,3-b]pyrazin-3-yl)methyl)amino)ethyl)phenyl)propanoic acid